methyl (1S,4S)-4-(trityloxy)cyclohexane-1-carboxylate C(C1=CC=CC=C1)(C1=CC=CC=C1)(C1=CC=CC=C1)OC1CCC(CC1)C(=O)OC